FC1=CC=C(C=C1)C=1C(=CC(=NC1)C(=O)O)OC 5-(4-fluoro-phenyl)-4-methoxy-pyridine-2-carboxylic acid